dihydro-2'H-[2,4']bipyridinyl-1'-carboxylate N1C(C=CC=C1)C1=CCN(C=C1)C(=O)[O-]